O=C1NC(CCC1N1C(C2=CC=C(C=C2C1=O)N1CCN(CC1)C(=O)C1=CC(=NN1C)C(=O)O)=O)=O 5-(4-(2-(2,6-dioxopiperidin-3-yl)-1,3-dioxoisoindolin-5-yl)piperazine-1-carbonyl)-1-methyl-1H-pyrazole-3-carboxylic acid